(2S,4R)-1-(2-(4-amino-5-phenyl-7H-pyrrolo[2,3-d]pyrimidin-7-yl)acetyl)-N-(3-chloro-2-fluorophenylmethyl)-4-fluoropyrrolidine-2-carboxamide NC=1C2=C(N=CN1)N(C=C2C2=CC=CC=C2)CC(=O)N2[C@@H](C[C@H](C2)F)C(=O)NCC2=C(C(=CC=C2)Cl)F